N=1C=NN2C1C=CC(=C2)C=2C(=CN1N=C(N=C(C12)OC)NC1CCC(CC1)(O)C)F (1r,4r)-4-((5-([1,2,4]triazolo[1,5-a]pyridin-6-yl)-6-fluoro-4-methoxypyrrolo[2,1-f][1,2,4]triazin-2-yl)amino)-1-methylcyclohexan-1-ol